(R)-2-ethyl-2,3,4,5,7,8,9,10-octahydronaphtho[2,3-f][1,4]oxazepine hydrochloride Cl.C(C)[C@H]1OC2=C(CNC1)C=C1CCCCC1=C2